C(C)N1N=C(C(=C1)F)[S@@](=O)(N)=NC(NC1=C2C(=NC(=C1C)CC(F)(F)F)CCC2)=O (R)-1-ethyl-4-fluoro-N'-((3-methyl-2-(2,2,2-trifluoroethyl)-6,7-dihydro-5H-cyclopenta[b]pyridin-4-yl)carbamoyl)-1H-pyrazole-3-sulfonimidamide